BrC=1N=C(C(N(C1)C)=O)NC1=CC(=NS1)C 5-Bromo-1-methyl-3-(3-methylisothiazol-5-ylamino)pyrazin-2(1H)-one